2-amino-N-(4-hydroxybicyclo[2.2.2]oct-1-yl)-5-(1'-(tetrahydro-2H-pyran-4-yl)-2,3-Dihydrospiro[indene-1,4'-piperidin]-6-yl)nicotinamide NC1=C(C(=O)NC23CCC(CC2)(CC3)O)C=C(C=N1)C1=CC=C3CCC2(CCN(CC2)C2CCOCC2)C3=C1